CC1=CNC=C1C(C)=O 3-methyl-4-acetylpyrrole